2-(5-((3-(aminomethyl)azetidin-1-yl)sulfonyl)-2-ethoxyphenyl)-5-methyl-7-propylimidazo[5,1-f][1,2,4]triazin-4(3H)-one NCC1CN(C1)S(=O)(=O)C=1C=CC(=C(C1)C1=NN2C(C(N1)=O)=C(N=C2CCC)C)OCC